1-[(E)-2-(4-Aza-3-indanylidene)ethyl]azetidine C1C/C(/C2=NC=CC=C12)=C\CN1CCC1